(2,7-diazaspiro[3.5]nonan-7-yl)[(1S,3S,4R)-5-methylidene-2-azabicyclo[2.2.2]octan-3-yl]methanone C1NCC12CCN(CC2)C(=O)[C@H]2N[C@@H]1CC([C@H]2CC1)=C